ClC1=NC=CC(=N1)NC1=CC(=CC=C1)CN1N=C2C(=C1C1=C(C=CC=C1)F)CN(C2)C 2-chloro-N-(3-((3-(2-fluorophenyl)-5-methyl-5,6-dihydropyrrolo[3,4-c]pyrazol-2(4H)-yl)methyl)phenyl)pyrimidin-4-amine